4-(2-((2,6-dimethylpyrimidin-4-yl)amino)pyrazolo[1,5-a]pyridin-5-yl)-5-(((2R,3S)-3-hydroxytetrahydrofuran-2-yl)methoxy)pyridin-2(1H)-one CC1=NC(=CC(=N1)NC1=NN2C(C=C(C=C2)C2=CC(NC=C2OC[C@H]2OCC[C@@H]2O)=O)=C1)C